C1(=CC=CC=C1)S(=O)(=O)NC(CC1=CC(=CC=C1)C(N)=N)C=1SC2=C(N1)C=CC(=C2)OC2CN(C2)C(=O)OC(C)(C)C tert-butyl 3-[[2-[1-(benzenesulfonamido)-2-(3-carbamimidoylphenyl)ethyl]-1,3-benzothiazol-6-yl]oxy]azetidine-1-carboxylate